4-((5-(benzo[b]thiophen-3-yl)-1H-pyrazol-3-yl)amino)-3-ethylphenol S1C2=C(C(=C1)C1=CC(=NN1)NC1=C(C=C(C=C1)O)CC)C=CC=C2